(S)-2-(3-((7-chloro-1-methyl-6-(pyrazolo[1,5-a]pyrimidin-6-yloxy)-1H-imidazo[4,5-b]pyridin-2-yl)amino)-1-(tetrahydrofuran-3-yl)-1H-pyrazol-5-yl)-2-methylpropanenitrile ClC1=C2C(=NC=C1OC=1C=NC=3N(C1)N=CC3)N=C(N2C)NC2=NN(C(=C2)C(C#N)(C)C)[C@@H]2COCC2